1-cyclopropyl-6-fluoro-7-(3-methyl-4-acetylpiperazin-1-yl)-3-[3-(furan-2-yl)acryloyl]-8-methoxy-quinolin-4(1H)-one C1(CC1)N1C=C(C(C2=CC(=C(C(=C12)OC)N1CC(N(CC1)C(C)=O)C)F)=O)C(C=CC=1OC=CC1)=O